NC(=NO)C1=CC(=CC=C1)C1OC2=C(C1)C=C(C(=C2)F)Cl Amino[m-(5-chloro-6-fluoro-2,3-dihydro-1-benzofuran-2-yl)phenyl]methanone oxime